COC(=O)C=1C(=NC(=NC1)OC)C.CC1=CC=C(C=C1)S(=O)(=O)C=1C=NC2=CC=CC=C2C1 3-(p-toluenesulfonyl)quinoline methyl-2-methoxy-4-methyl-pyrimidine-5-carboxylate